1-Benzyl-3,4-dimethyl-5-phenyl-3-((phenylseleno)methyl)-1H-pyrrol-2(3H)-one C(C1=CC=CC=C1)N1C(C(C(=C1C1=CC=CC=C1)C)(C[Se]C1=CC=CC=C1)C)=O